C(C)OC1(CCCCCCCCCCC1)OCC 1,1-Diethoxycyclododecane